(3R,4R)-4-(3,4-dimethoxybenzyl)-3-(3-methoxy-4-(((2S,3R,5R,6S)-3,4,5-trihydroxy-6-methyltetrahydro-2H-pyran-2-yl)oxy)benzyl)dihydrofuran-2(3H)-one COC=1C=C(C[C@@H]2[C@H](C(OC2)=O)CC2=CC(=C(C=C2)O[C@@H]2O[C@H]([C@@H](C([C@H]2O)O)O)C)OC)C=CC1OC